COC1=CC=C(C=N1)CN1C2CN(CC1C2)C2=CC=C(C=N2)C2=NN1C(C=CC=C1)=C2C#N (6-(6-((6-methoxypyridin-3-yl)methyl)-3,6-diazabicyclo[3.1.1]Heptane-3-yl)pyridin-3-yl)pyrazolo[1,5-a]Pyridine-3-carbonitrile